C(N)(=O)C1(CC1)NC(C(=O)C1=C(C(=C(N1CCO)C)C(=O)NC1=CC(=C(C=C1)F)C)C)=O 5-(2-((1-carbamoylcyclopropyl)amino)-2-oxoacetyl)-N-(4-fluoro-3-methylphenyl)-1-(2-hydroxyethyl)-2,4-dimethyl-1H-pyrrole-3-carboxamide